tert-Butyl ((1-((9-amino-3,4-dihydro-2H-chromeno[8,7-d]isoxazol-5-yl)methyl)-1H-pyrazol-4-yl)methyl)carbamate NC1=NOC=2C1=C1OCCCC1=C(C2)CN2N=CC(=C2)CNC(OC(C)(C)C)=O